D-4-tetraphenylphosphonium bromide [Br-].C1=CC=C(C2=CC=C3C=C4C=CC=CC4=CC3=C12)[PH3+]